CN1N=CC=2C(=NC=CC21)C2(CCC(CC2)NC2=CC=CC=1N2C=C(N1)C(F)(F)F)N 1-(1-methyl-1H-pyrazolo[4,3-c]pyridin-4-yl)-N4-(2-(trifluoromethyl)imidazo[1,2-a]pyridin-5-yl)cyclohexane-1,4-diamine